2-bromo-1-(2-chloro-5-fluoropyrimidin-4-yl)ethan-1-one tert-butyl-4-(((trifluoromethyl)sulfonyl)oxy)-2,3-dihydro-1H-pyrrole-1-carboxylate C(C)(C)(C)OC(=O)N1CCC(=C1)OS(=O)(=O)C(F)(F)F.BrCC(=O)C1=NC(=NC=C1F)Cl